C(=O)([C@@H]1N([C@H]2CN(C[C@@H]1C2)C(=O)OCC[Si](C)(C)C)C(=O)OC(C)(C)C)[2H] 6-(tert-Butyl) 3-(2-(trimethylsilyl)ethyl) (1S,5R,7R)-7-(formyl-d)-3,6-diazabicyclo[3.2.1]octane-3,6-dicarboxylate